C(C=C)(=O)N1[C@@H](CN(CC1)C1=C(C(N(C2=NC(=C(C=C12)F)C1=CC=CC2=C1N=C(S2)N)C=2C(=NC=CC2C)C(C)C)=O)C(=O)NC)C (R)-4-(4-acryloyl-3-methylpiperazin-1-yl)-7-(2-aminobenzo[d]thiazol-4-yl)-6-fluoro-1-(2-isopropyl-4-methylpyridin-3-yl)-N-methyl-2-oxo-1,2-dihydro-1,8-naphthyridine-3-carboxamide